1,3-bis-phenyl diboronate B(OC1=CC=CC=C1)OBOC1=CC=CC=C1